C(C1=CC=CC=C1)OC(=O)N1CCC(CC1)CN1CC2(CN(C2)C(=O)OC(C)(C)C)C1 tert-butyl 6-([1-[(benzyloxy) carbonyl] piperidin-4-yl] methyl)-2,6-diazaspiro[3.3]heptane-2-carboxylate